4-(2-fluoro-6-methoxyphenyl)-2-(6-(((1S,2S)-2-hydroxycyclopentyl)amino)pyridin-2-yl)-2,3-dihydro-1H-pyrrolo[3,4-c]pyridin-1-one FC1=C(C(=CC=C1)OC)C1=NC=CC2=C1CN(C2=O)C2=NC(=CC=C2)N[C@@H]2[C@H](CCC2)O